(1R,5S,6s)-N-[6-(2,4-difluorophenyl)pyridazin-3-yl]-3-(tetrahydropyran-4-ylmethyl)-3-azabicyclo[3.1.0]hexan-6-amine FC1=C(C=CC(=C1)F)C1=CC=C(N=N1)NC1[C@@H]2CN(C[C@H]12)CC1CCOCC1